C(C1=CN=CC=C1)N nicotinyl-amine